C(C)(C)(C)OC(=O)NC1=CN(C2=CC=C(C=C12)OC1CC(C1)C1=CC=C(C=C1)C(F)(F)F)C(=O)OC(C)(C)C tert-butyl 3-((tert-butoxycarbonyl)amino)-5-((1R,3R)-3-(4-(trifluoromethyl)phenyl)cyclobutoxy)-1H-indole-1-carboxylate